5-fluoro-3-(trifluoromethyl)sulfolane FC1CC(CS1(=O)=O)C(F)(F)F